ClC1=C2C(=NN(C2=CC=C1)S(=O)(=O)C1=CC=C(C=C1)C)N1CC(C(C1)F)F 4-chloro-3-(3,4-difluoropyrrolidin-1-yl)-1-(p-tolyl-sulfonyl)indazole